BrC=1C=C2C(=C(C(N(C2=NC1)CC1=CC=C(C=C1)F)=O)C(=O)NC(C)C1=CC=C(C=C1)F)O 6-bromo-1-(4-fluorophenylmethyl)-N-(1-(4-fluorophenyl)ethyl)-4-hydroxy-2-oxo-1,2-dihydro-1,8-naphthyridine-3-carboxamide